CN([C@@H](C(C)C)C(=O)[O-])C(=O)[C@@H]1[C@H](N(CC1)C=1SC=CN1)COS(=O)(=O)C1=CC=C(C)C=C1 N-methyl-N-((2S,3S)-1-(thiazol-2-yl)-2-((tosyloxy)methyl)pyrrolidine-3-carbonyl)-L-valinate